O=C1CC[C@H](O1)C(=O)O (S)-(+)-5-oxo-2-tetrahydrofuranic acid